2-chloro-3,5-dimethyl-phenylamino-4-nitrobenzenesulfonamide ClC1=C(C=C(C=C1C)C)NC1=C(C=CC(=C1)[N+](=O)[O-])S(=O)(=O)N